5,6-Dimethoxy-3-nitropyridinecarbonitrile COC=1C=C(C(=NC1OC)C#N)[N+](=O)[O-]